ClC1=C(C=CC(=C1F)F)[C@@H]1C(=C(NC(=N1)C=1SC=CN1)C12C3C4C5(C(C14)C2C53)C(=O)O)C(=O)OC |o1:9| (1R,2R,3R,8S)-4-((S*)-6-(2-chloro-3,4-difluorophenyl)-5-(methoxycarbonyl)-2-(thiazol-2-yl)-3,6-dihydropyrimidin-4-yl)cubane-1-carboxylic Acid